(3-chloro-6-(2-(ethyl-(isopropyl)carbamoyl)-4-fluorophenoxy)-1,2,4-triazin-5-yl)-2,6-diazaspiro[3.4]octane-2-carboxylic acid tert-butyl ester C(C)(C)(C)OC(=O)N1C(C2(C1)CNCC2)C=2N=C(N=NC2OC2=C(C=C(C=C2)F)C(N(C(C)C)CC)=O)Cl